4-Phenyl-butylamine C1(=CC=CC=C1)CCCCN